N12CC(C(C(C2C1)O)O)O 1-azabicyclo[4.1.0]heptane-3,4,5-triol